C(=O)(O)C(C[C@H](N)C(=O)O)C(=O)O γ-carboxy-L-glutamic acid